OCCCCOC1=CC=C(C=C1)[C@@H]1CN(CC1)C1=CC(=C(C#N)C=C1)C(F)(F)F 4-[(3r)-3-[4-(4-hydroxybutoxy)phenyl]pyrrolidin-1-yl]-2-(trifluoromethyl)benzonitrile